C(C1=CC=CC=C1)N1C=NC2=CC=CC(=C2C1=O)Cl 3-benzyl-5-chloroquinazolin-4(3H)-one